methyl 5-(5-{(1S)-1-[3,5-bis(difluoromethoxy)benzamido] ethyl}-3-cyclopropyl-1H-1,2,4-triazol-1-yl)pyrazine-2-carboxylate FC(OC=1C=C(C(=O)N[C@@H](C)C2=NC(=NN2C=2N=CC(=NC2)C(=O)OC)C2CC2)C=C(C1)OC(F)F)F